ClC1=CC=C(C=C1)C=1C=C(C=NC1)O 5-(4-Chlorophenyl)-3-hydroxypyridine